NC=1NC=C(N1)S 2-amino-4-mercaptoimidazole